C(C)(C)C=1C=C(C=CC1)C=1C(N(C(C1)=O)CC1CCOCC1)=O 3-(3-isopropylphenyl)-1-((tetrahydro-2H-pyran-4-yl)methyl)-1H-pyrrole-2,5-dione